difluorodicyano-indenone FC=1C(=C2C(=C(C(C2=CC1)=O)C#N)C#N)F